N-(tert-butyldimethylsilyl)-N'-((2-fluoro-3,5-diisopropyl-pyridin-4-yl)carbamoyl)-2-(2-hydroxypropan-2-yl)thiazole-5-sulfonimidamide [Si](C)(C)(C(C)(C)C)NS(=O)(=NC(NC1=C(C(=NC=C1C(C)C)F)C(C)C)=O)C1=CN=C(S1)C(C)(C)O